2-(2,4-Dichloro-phenyl)-1-[4-(4-hydroxy-but-1-ynyl)-phenyl]-5-methyl-1H-imidazole-4-carboxylic acid morpholin-4-ylamide N1(CCOCC1)NC(=O)C=1N=C(N(C1C)C1=CC=C(C=C1)C#CCCO)C1=C(C=C(C=C1)Cl)Cl